5-(2,6,6-Trimethyl-2-cyclohexen-1-yl)4-penten-3-one CC=1C(C(CCC1)(C)C)C=CC(CC)=O